tert-butyl 4-(((6-(chloromethyl)-4-(difluoromethyl)pyridin-3-yl)oxy)methyl)piperidine-1-carboxylate ClCC1=CC(=C(C=N1)OCC1CCN(CC1)C(=O)OC(C)(C)C)C(F)F